COC1=C(C=C(C=N1)C1=CC=C2C(=NNC2=C1)C(=O)NCCC)C(NCC1=C(C=CC=C1)OC(F)(F)F)=O 6-[6-methoxy-5-({[2-(trifluoro-methoxy)phenyl]methyl}carbamoyl)pyridin-3-yl]-N-propyl-1H-indazole-3-carboxamide